1-cyclohexyl-3-cyclopentyl-1,3-propanedione C1(CCCCC1)C(CC(=O)C1CCCC1)=O